ClC1=CC=C(C=C1)C1=C(N=C(N1)C1=CC=C(C=C1)OCC1=CC=C(C=C1)C)C 5-(4-chlorophenyl)-4-methyl-2-(4-((4-methylbenzyl)oxy)phenyl)-1H-imidazole